FC(CCC1=CN=CC(=N1)N1CCC(CC1)C(=O)OCC)(C(F)(F)F)F Ethyl 1-(6-(3,3,4,4,4-pentafluorobutyl)pyrazin-2-yl)piperidine-4-carboxylate